6-(trifluoromethyl)-9-[4-(trifluoromethyl)phenyl]-9H-carbazole-3-carboxylic acid FC(C=1C=C2C=3C=C(C=CC3N(C2=CC1)C1=CC=C(C=C1)C(F)(F)F)C(=O)O)(F)F